CC(=O)NC(=O)C.CC(=O)NC(=O)C.CC(=O)NC(=O)C.CC(=O)NC(=O)C.[Hf] hafnium tetra(diacetamide)